2-((5-bromobenzofuran-3-yl)methoxy)-6-fluorobenzaldehyde BrC=1C=CC2=C(C(=CO2)COC2=C(C=O)C(=CC=C2)F)C1